butyl-sulfur C(CCC)[S]